Ethyl 2-(5,11-dioxo-5,6,7,9,10,11-hexahydro-8H-cyclohepta[b]naphthalen-8-ylidene)acetate O=C1C2=C(C(C=3C=CC=CC13)=O)CCC(CC2)=CC(=O)OCC